C(#C)C1=CNC=2N=CN=C(C21)N2CC[C@H]1[C@@H]2CN(CC1)C(C=C)=O 1-((3aR,7aR)-1-(5-ethynyl-7H-pyrrolo[2,3-d]pyrimidin-4-yl)hexahydro-1H-pyrrolo[2,3-c]pyridin-6(2H)-yl)prop-2-en-1-one